1-(cyclohexylthio)-3-nitrobenzene C1(CCCCC1)SC1=CC(=CC=C1)[N+](=O)[O-]